C12CN(CC(CC1)O2)C=O (8-oxa-3-azabicyclo[3.2.1]oct-3-yl)methanone